(S)-(4-(3-cyclopropyl-4-((5-(trifluoromethyl)-4-(trimethylstannyl)pyrimidin-2-yl)amino)phenyl)piperazin-2-yl)methanol C1(CC1)C=1C=C(C=CC1NC1=NC=C(C(=N1)[Sn](C)(C)C)C(F)(F)F)N1C[C@H](NCC1)CO